C1(CC1)C1=CC2=C(N=C(N=C2)SC)C(N1)=O 6-cyclopropyl-2-(methylsulfanyl)-7H,8H-pyrido[3,4-d]pyrimidin-8-one